C(C)(C)(C)OC(=O)N1OC(CC1C=1C=NC(=CC1)Cl)O 3-(6-chloro-3-pyridinyl)-5-hydroxy-isoxazolidine-2-carboxylic acid tert-butyl ester